FC1=C(CN2C(C3=NC=CC=C3C2=O)([2H])[2H])C=CC(=C1)C=1C2=CN(N=C2C(=CC1)OCCOC)C 6-(2-fluoro-4-(7-(2-methoxyethoxy)-2-methyl-2H-indazol-4-yl)benzyl)-6,7-dihydro-5H-pyrrolo[3,4-b]pyridin-5-one-7,7-d2